N4-(4-(1H-pyrrolo[2,3-b]pyridin-1-yl)pyrimidin-2-yl)-N1-(2-(dimethyl-amino)ethyl)-5-methoxy-N1-methylbenzene-1,2,4-triamine N1(C=CC=2C1=NC=CC2)C2=NC(=NC=C2)NC=2C=C(C(=CC2OC)N(C)CCN(C)C)N